S(=O)(=O)(O)O.C(C)N(O)CC N,N-diethylhydroxylamine sulfate